N5,N5-bis(4-methoxyphenyl)pyridine-2,5-diamine COC1=CC=C(C=C1)N(C=1C=CC(=NC1)N)C1=CC=C(C=C1)OC